[F-].C(CCC)[NH+]1CCCCC1 N-Butylpiperidinium fluorid